N[C@H](CC#N)C1=CC(=CC=C1)OC(F)(F)F |r| (±)-3-amino-3-(3-(trifluoromethoxy)phenyl)propionitrile